2-Methylpentan-1-ol CC(CO)CCC